4-(4-{[2-(difluoromethoxy)phenyl]methoxy}-3-methoxyphenyl)-2H,4H,5H,6H,7H-pyrazolo[3,4-b]pyridin-6-one FC(OC1=C(C=CC=C1)COC1=C(C=C(C=C1)C1C=2C(NC(C1)=O)=NNC2)OC)F